Lithium isethionat S(=O)(=O)([O-])CCO.[Li+]